3-[(2-{[4-(hexyloxycarbonylamino-iminomethyl)-phenylamino]-methyl}-1-methyl-1H-benzimidazole-5-carbonyl)-pyridin-2-yl-amino]-propionic acid ethyl ester mesylate S(C)(=O)(=O)O.C(C)OC(CCN(C1=NC=CC=C1)C(=O)C1=CC2=C(N(C(=N2)CNC2=CC=C(C=C2)C(=N)NC(=O)OCCCCCC)C)C=C1)=O